sodium N-[4-[(2-methylpropan-2-yl)oxycarbonyl]phenyl]sulfonamide CC(C)(C)OC(=O)C1=CC=C(C=C1)NS(=O)=O.[Na]